(1S,2S)-2-fluoro-N-(3-[5-methoxy-[1,2,4]triazolo[1,5-a]pyridin-6-yl]-1-[[2-(trimethylsilyl)ethoxy]methyl]pyrrolo[2,3-b]pyridin-6-yl)cyclopropane-1-carboxamide F[C@@H]1[C@@H](C1)C(=O)NC1=CC=C2C(=N1)N(C=C2C=2C=CC=1N(C2OC)N=CN1)COCC[Si](C)(C)C